C1=CC=CC=2C3=CC=CC=C3C(C12)COC(=O)N(N(C)CC=1N(C2=CC=CC=C2C1)C1CC(NCCNC(NCCOCCOCCC1C(=O)O)=S)=O)C 1-(2-((2-(((9H-fluoren-9-yl)methoxy)carbonyl)-1,2-dimethylhydrazino)methyl)-1H-indol-1-yl)-3-oxo-8-thioxo-12,15-dioxa-4,7,9-triazacyclooctadecane-18-oic acid